1-methyl-4-(5-(1-(2-methyl-5-nitrophenyl)-1H-1,2,3-triazol-4-yl)pyridin-3-yl)piperazine-d CN1C(CN(CC1)C=1C=NC=C(C1)C=1N=NN(C1)C1=C(C=CC(=C1)[N+](=O)[O-])C)[2H]